pyrazol borate B(O)(O)O.N1N=CC=C1